FC1([C@@H](CN(CC1)CC=1C=C(C(=C(C1)C(C=CN1CCCC1)=O)O)C)C)F (R)-1-(5-((4,4-Difluoro-3-methylpiperidin-1-yl)methyl)-2-hydroxy-3-methylphenyl)-3-(Pyrrolidin-1-yl)prop-2-en-1-one